4-(2-methyl-2-propenyl)benzoic acid CC(CC1=CC=C(C(=O)O)C=C1)=C